N-{4-[5-(2,2-diethyl-4-oxo-3,4-dihydro-2H-1-benzopyran-6-yl)-1,2,4-oxadiazol-3-yl]-3-(trifluoromethoxy)phenyl}acetamide C(C)C1(OC2=C(C(C1)=O)C=C(C=C2)C2=NC(=NO2)C2=C(C=C(C=C2)NC(C)=O)OC(F)(F)F)CC